Cl.N[C@H](C(=O)NC=1C=CC2=C(N(N=N2)C=2C=C(C=CC2)C)C1)CO (S)-2-amino-3-hydroxy-N-(1-(m-tolyl)-1H-benzo[d][1,2,3]triazol-6-yl)propanamide hydrochloride